CN1C(=C2C(NC(CCC2=C1C(=O)NC1=CC(=C(C(=C1)F)F)F)(C)C)=O)C 2,3,6,6-tetramethyl-4-oxo-N-(3,4,5-trifluorophenyl)-2,4,5,6,7,8-hexahydropyrrolo[3,4-c]azepine-1-carboxamide